3-cyclopropyl-4-hydroxy-6-(4-bromophenyl)-1,3-thiazine-2-thione C1(CC1)N1C(SC(=CC1O)C1=CC=C(C=C1)Br)=S